CS(=O)(C)=NC=1C=CC(=NC1)N1N=CN=C1[C@H](C)NC(C1=CC(=C(C=C1)OC)C)=O (S)-N-(1-(1-(5-((dimethyl(oxo)-λ6-sulfaneylidene)amino)pyridin-2-yl)-1H-1,2,4-triazol-5-yl)ethyl)-4-methoxy-3-methylbenzamide